FC(OC=1C=C(C(=NC1)C)C1=NN(C2=C1C=NC(=C2)C(=O)NC2(CS(C2)(=O)=O)C)C(C)C)F 3-(5-(difluoromethoxy)-2-methylpyridin-3-yl)-1-isopropyl-N-(3-methyl-1,1-dioxidothietan-3-yl)-1H-pyrazolo[4,3-c]pyridine-6-carboxamide